C(C)OC(=O)[C@H]1C[C@@H](CCC1)N1C(C2=CC=CC=C2C1=O)=O (1R,3R)-3-(1,3-Dioxoisoindolin-2-yl)Cyclohexanecarboxylic acid ethyl ester